C(#N)C=1C=CC(=C2C=CC=NC12)N1C[C@H](C[C@H](C1)C(F)(F)F)NC([C@H](C(C)C)O)=O (S)-N-[(3S,5R)-1-(8-cyano-quinolin-5-yl)-5-trifluoromethyl-piperidin-3-yl]-2-hydroxy-3-methyl-butyramide